2-amino-6-((2-hydroxyphenyl)amino)-N-methyl-N-(1,2,3,4-tetrahydronaphthalen-2-yl)isonicotinamide NC=1C=C(C(=O)N(C2CC3=CC=CC=C3CC2)C)C=C(N1)NC1=C(C=CC=C1)O